C(C)OC(C(CC=1C=NC=CC1)CC)=O.CC1=CC=C(C(=N1)C=O)N1N=CC=N1 (6-methyl-3-(2H-1,2,3-triazol-2-yl)pyridin-2-yl)methanone Ethyl-α-ethyl-3-pyridinepropanoate